(2S,3S)-2-(1,3-dioxoisoindolin-2-yl)-3-methylpentanamide O=C1N(C(C2=CC=CC=C12)=O)[C@H](C(=O)N)[C@H](CC)C